3-[2-(2-Aminopyrimidin-5-yl)ethynyl]-4-(difluoromethoxy)-N-[(5S,6S)-6-hydroxyspiro[2.4]heptan-5-yl]benzamide NC1=NC=C(C=N1)C#CC=1C=C(C(=O)N[C@H]2CC3(CC3)C[C@@H]2O)C=CC1OC(F)F